C(CCC(=O)[O-])(=O)[O-].N1C=C(C2=CC=CC=C12)CC[NH3+].N1C=C(C2=CC=CC=C12)CC[NH3+] Bis(2-(1H-indol-3-yl)ethan-1-aminium) butanedioate